ClC1=C(C=C(C=C1)C1=NOC(=N1)C12CC(C1)(C2)NC(OC(C)(C)C)=O)F tert-butyl (3-(3-(4-chloro-3-fluorophenyl)-1,2,4-oxadiazol-5-yl)bicyclo[1.1.1]pentan-1-yl)carbamate